ClC=1C=CC2=C(N=C(S2)C2CCNCC2)C1 5-chloro-2-piperidin-4-yl-1,3-benzothiazole